((2-bromophenyl)sulfonyl)azetidine BrC1=C(C=CC=C1)S(=O)(=O)N1CCC1